BrC=1C=C(C(=NC1)OCCCN(C)C)NS(=O)(=O)C=1C=NC(=CC1)Cl N-(5-Bromo-2-(3-(dimethylamino)propoxy)pyridin-3-yl)-6-chloropyridine-3-sulfonamide